IC=1C=CC(=NC1)N[C@@H]1C[C@H](CC1)NC=1NN(C=CN1)C1COC1 3-(((1S,3S)-3-((5-iodopyridin-2-yl)amino)cyclopentyl)amino)-N-(oxetan-3-yl)-1,2,4-triazine